5-[[(4-ethoxyphenyl)sulfonyl]amino]-1-methyl-1H-benzimidazole-7-carboxylic acid C(C)OC1=CC=C(C=C1)S(=O)(=O)NC1=CC2=C(N(C=N2)C)C(=C1)C(=O)O